C(C)(C)(C)C1=CC=C(N(C)C)C=C1 4-tert.-butyl-N,N-dimethylaniline